(S)-1-(3-((5-(2-fluorobenzoyl)-2-((4-(4-methylpiperazin-1-yl)phenyl)amino)-7H-pyrrolo[2,3-d]pyrimidin-4-yl)amino)pyrrolidin-1-yl)propan-2-en-1-one FC1=C(C(=O)C2=CNC=3N=C(N=C(C32)N[C@@H]3CN(CC3)C(C=C)=O)NC3=CC=C(C=C3)N3CCN(CC3)C)C=CC=C1